(S)-N-(4-(6-methoxy-1H-indol-3-yl)-5-(trifluoromethyl)pyrimidin-2-yl)azepan-3-amine COC1=CC=C2C(=CNC2=C1)C1=NC(=NC=C1C(F)(F)F)N[C@@H]1CNCCCC1